C1(CC1)C(=O)N1C=2C=CC(=NC2CCC1)C(C(=O)NC1=CC=C(C=C1)F)C(C)C (5-(cyclopropanecarbonyl)-5,6,7,8-tetrahydro-1,5-naphthyridin-2-yl)-N-(4-fluorophenyl)-3-methylbutanamide